CN1CCC(=CC1)C=1C=C2C(=NC1)NC=C2C2=CC(=NC=C2)N2CCN(CC2)C 5-(1-methyl-1,2,3,6-tetrahydropyridin-4-yl)-3-(2-(4-methylpiperazin-1-yl)pyridin-4-yl)-1H-pyrrolo[2,3-b]pyridine